Cl.CC1=NC2=C(C=CC(=C2C=C1)NC1CCNCC1)C(=O)N methyl-5-(piperidin-4-ylamino)quinoline-8-carboxamide hydrochloride